4-benzylidene-2-phenyl-1H-imidazol C(C1=CC=CC=C1)=C1N=C(NC1)C1=CC=CC=C1